(benzyloxy)-14-oxotetradecanoic acid C(C1=CC=CC=C1)OC(C(=O)O)CCCCCCCCCCCC=O